N-(3-hydroxypropyl)sulfamic acid OCCCNS(O)(=O)=O